ClC=1C=C(C=C(C1OC1=NNC(C(=C1)C1CCCCC1)=O)Cl)N1N=C(C(NC1=O)=O)C#N 2-(3,5-Dichloro-4-((5-cyclohexyl-6-oxo-1,6-dihydropyridazin-3-yl)oxy)phenyl)-3,5-dioxo-2,3,4,5-tetrahydro-1,2,4-triazine-6-carbonitrile